CNC(=O)C=1N=NN(C1)CCCCC=1N=NC(=CC1)NC(CN1C(CCCC1)=O)=O N-methyl-1-(4-(6-(2-(2-oxopiperidin-1-yl)acetamido)pyridazin-3-yl)butyl)-1H-1,2,3-triazole-4-carboxamide